BrC1=C(C#N)C(=CC=C1)C=1OC2=C(N1)C=C(C(=C2)OC(F)F)CO 2-bromo-6-(6-(difluoromethoxy)-5-(hydroxymethyl)benzo[d]oxazol-2-yl)benzonitrile